6-ethyl-3-methyl-1,2,3,4-tetrahydroquinoline C(C)C=1C=C2CC(CNC2=CC1)C